10,14-Octadecadienoic acid C(CCCCCCCCC=CCCC=CCCC)(=O)O